C(C)(C)(C)OC(=O)N1CCN(CC1)C1=NC=NC(=C1[C@@H](CC#N)C)Br (R)-4-(6-bromo-5-(1-cyanoprop-2-yl)pyrimidin-4-yl)-piperazine-1-carboxylic acid tert-butyl ester